FC(C(=O)NC=1C(=C2C=NN(C2=CC1)S(=O)(=O)C1=CC=CC=C1)I)(F)F 2,2,2-trifluoro-N-(4-iodo-1-(phenylsulfonyl)-1H-indazol-5-yl)acetamide